Triethylhexyl-ammonium bis(trifluoromethanesulfonyl)imide salt [N-](S(=O)(=O)C(F)(F)F)S(=O)(=O)C(F)(F)F.C(C)[N+](CCCCCC)(CC)CC